FC1=C(C(=CC(=C1)O[C@@H]1CN(CC1)CCCF)F)C1N(C(CC2=C1NC1=CC=CC=C21)C)CC(C)(C)F 1-[2,6-Difluoro-4-[(3S)-1-(3-fluoropropyl)pyrrolidin-3-yl]oxyphenyl]-2-(2-fluoro-2-methylpropyl)-3-methyl-1,3,4,9-tetrahydropyrido[3,4-b]indol